The molecule is a dicarboxylic acid dianion that is the conjugate base of galactarate(1-). It has a role as a human metabolite. It is a galactaric acid anion and a dicarboxylic acid dianion. It is a conjugate base of a galactarate(1-). [C@@H]([C@@H]([C@H](C(=O)[O-])O)O)([C@@H](C(=O)[O-])O)O